(isobutoxy-methyl)acrylamide C(C(C)C)OCC(C(=O)N)=C